2-benzyl-6-(3-fluorophenyl)isoquinolin-1(2H)-one C(C1=CC=CC=C1)N1C(C2=CC=C(C=C2C=C1)C1=CC(=CC=C1)F)=O